C[C@H]1[C@H]([C@H]([C@@H]([C@@H](O1)O[C@H]2[C@H](OC([C@@H]([C@H]2O)O)O)CO)O)O)O The molecule is a glycosylgalactose consisting of an alpha-L-fucopyranose residue and a D-galactopyranose residue joined in sequence by a (1->4) glycosidic bond. It derives from an alpha-L-fucose and a D-galactopyranose.